1'-[3-chloro-2-(trifluoromethyl)phenyl]-2-(2-ethoxypyridin-3-yl)-7-[1-(2-hydroxyethyl)azetidin-3-yl]spiro[6H-1,7-naphthyridine-5,4'-piperidine]-8-one ClC=1C(=C(C=CC1)N1CCC2(CC1)C=1C=CC(=NC1C(N(C2)C2CN(C2)CCO)=O)C=2C(=NC=CC2)OCC)C(F)(F)F